3-Bromo-2-(5-fluoropyridin-2-yl)-6-(methyl-d3)-4,5,6,7-tetrahydropyrazolo[1,5-a]pyridine-6-carbonitrile BrC=1C(=NN2C1CCC(C2)(C#N)C([2H])([2H])[2H])C2=NC=C(C=C2)F